N-methyl-3-aminobutane-1-ol CNC(CCO)C